N1=C(C(=CC=C1)C)C 2,3-Lutidin